NC1CN(C=2N(C1)N=CC2CC2=CC=C(C=C2)C(F)(F)F)C(=O)OC(C)(C)C tert-butyl 6-amino-3-(4-(trifluoromethyl) benzyl)-6,7-dihydropyrazolo[1,5-a]pyrimidine-4(5H)-carboxylate